4-Bromo-1-methyl-1H-indole-6-carbonitrile BrC1=C2C=CN(C2=CC(=C1)C#N)C